methyl 3-(3-(3-(7-cyanoimidazo[1,2-a]pyridine-3-carboxamido)-5-fluoro-4-methylphenyl)-1,2,4-oxadiazol-5-yl)azetidine-1-carboxylate C(#N)C1=CC=2N(C=C1)C(=CN2)C(=O)NC=2C=C(C=C(C2C)F)C2=NOC(=N2)C2CN(C2)C(=O)OC